1-[(12aR)-10-chloro-9-(2-fluoro-6-hydroxyphenyl)-7-(1H-imidazol-1-yl)-3,4,12,12a-tetrahydro-6H-pyrazino[2,1-c][1,4]benzoxazepin-2(1H)-yl]prop-2-en-1-one ClC1=C(C=C(C=2CN3[C@@H](COC21)CN(CC3)C(C=C)=O)N3C=NC=C3)C3=C(C=CC=C3O)F